(2-ethoxy-4-diethylaminophenyl)-3-(1-pentyl-2-methylindole-3-yl)-4,5,6,7-tetrachlorophthalide C(C)OC1=C(C=CC(=C1)N(CC)CC)C1(OC(=O)C2=C(C(=C(C(=C12)Cl)Cl)Cl)Cl)C1=C(N(C2=CC=CC=C12)CCCCC)C